1-(7-(8-ethylnaphthalen-1-yl)-2-((hexahydro-1H-pyrrolizin-7a-yl)methoxy)-5,6,7,8-tetrahydropyrido[3,4-d]pyrimidin-4-yl)-6-(hydroxymethyl)azepan-4-ol C(C)C=1C=CC=C2C=CC=C(C12)N1CC=2N=C(N=C(C2CC1)N1CCC(CC(C1)CO)O)OCC12CCCN2CCC1